C(=O)C1=C(C=CC2=C1NC(=N2)CCC(=O)NCCN2CCOCC2)O 3-(7-formyl-6-hydroxy-1H-benzo[d]Imidazol-2-yl)-N-(2-morpholinoethyl)propionamide